C(#N)C(C1(CCCCC1)NC(OC(C)(C)C)=O)O tert-butyl (1-(cyano(hydroxy)methyl)cyclohexyl)carbamate